BrC=1C=CC(=C(C1)CN1CCN(CC1)C1=C(C(N(C2=CC=C(N=C12)Cl)C)=O)C#N)O 4-{4-[(5-bromo-2-hydroxyphenyl)methyl]piperazin-1-yl}-6-chloro-1-methyl-2-oxo-1,2-dihydro-1,5-naphthyridine-3-carbonitrile